t-butyl 2-ethylhexyl monocarbonate C(OC(C)(C)C)(OCC(CCCC)CC)=O